OC=1C(=CC2=CN(N=C2C1C)C)C1=NC2=CC=C(C=C2C(=N1)C(=O)NC)N1C[C@@H](NCC1)C 2-(6-hydroxy-2,7-dimethylindazol-5-yl)-N-methyl-6-[(3S)-3-methylpiperazin-1-yl]quinazoline-4-carboxamide